Cl.N=C1NC(CC(N1[C@@H]1C[C@H](S(CC1)(=O)=O)C)=O)C |o1:8,10| 2-imino-6-methyl-3-[(2R*,4S*)-2-methyl-1,1-dioxothian-4-yl]-hexahydropyrimidin-4-one hydrochloride